2-(2,3-difluorophenyl)-N-(1-oxo-4-phenylphthalazin-2(1H)-yl)acetamide FC1=C(C=CC=C1F)CC(=O)NN1C(C2=CC=CC=C2C(=N1)C1=CC=CC=C1)=O